8-(4-(2-nitrovinyl)phenyl)-2,6-diphenylimidazo[1,2-a]pyridine [N+](=O)([O-])C=CC1=CC=C(C=C1)C=1C=2N(C=C(C1)C1=CC=CC=C1)C=C(N2)C2=CC=CC=C2